CCCCC/C=C\\C[C@@H](/C=C/C=C\\C/C=C\\CCCC(=O)N[C@@H](C)C(=O)O)OO The molecule is an N-acyl-L-alanine resulting from the formal condensation of the amino group of L-alanine with the carboxy group of (12S)-hydroperoxy-(5Z,8Z,10E,14Z)-icosatetraenoic acid. It has a role as a mammalian metabolite. It is a N-acyl-L-alanine, a lipid hydroperoxide and a N-(fatty acyl)-L-alpha-amino acid. It derives from a 12(S)-HPETE. It is a conjugate acid of a N-[(12S)-hydroperoxy-(5Z,8Z,10E,14Z)-icosatetraenoyl]alaninate.